C(C)C=1C=C2C=C(C=C(C2=CC1)S(=O)(=O)O)CCC 6-ethyl-3-propylnaphthalene-1-sulfonic acid